C(#N)C=1C(=NC(=C(C1CC)C#N)N(C)C)S[C@@H](C(=O)NP(O)(O)=O)C1=CC=C(C=C1)OS(=O)(=O)C.NCC(=O)O glycine compound with (R)-(2-((3,5-dicyano-6-(dimethylamino)-4-ethylpyridin-2-yl)thio)-2-(4-((methylsulfonyl)oxy)phenyl)acetyl)phosphoramidic acid